tert-butyl (R)-(3-methyl-1-(4-(4-((1-methyl-3-(pyridin-2-yl)-1H-pyrazol-4-yl)carbamoyl)thiazol-2-yl)-1H-pyrazol-1-yl)-1-oxobutan-2-yl)carbamate CC([C@H](C(=O)N1N=CC(=C1)C=1SC=C(N1)C(NC=1C(=NN(C1)C)C1=NC=CC=C1)=O)NC(OC(C)(C)C)=O)C